OC1=CC=C(COCC2=CC=C(C=C2)O)C=C1 bis-(4-hydroxybenzyl) ether